ClC1=CC=C(C=C1)[C@@]1(N(C(C2=CC(=CC=C12)C(CN1C=NC=C1)(C)O)=O)CC1=NC=C(C=C1)Cl)OC (3R)-3-(4-Chlorophenyl)-2-[(5-chloropyridin-2-yl)methyl]-6-[2-hydroxy-1-(1H-imidazol-1-yl)propan-2-yl]-3-methoxy-2,3-dihydro-1H-isoindol-1-on